(1R,2S,5R)-5-methyl-2-(1-methylethyl)cyclohexanol C[C@@H]1CC[C@H]([C@@H](C1)O)C(C)C